C(C)(C)(C)OC(=O)N1CCC12CN(CC2)C=2N=NC(=CC2)C2=CC=C(C=1N=CSC12)C=1C=NN(C1)C1OCCCC1.N(=O)C1=CC=C(C2=CC=CC=C12)N=O 1,4-dinitrosonaphthalene tert-butyl-6-(6-{4-[1-(oxan-2-yl)pyrazol-4-yl]-1,3-benzothiazol-7-yl}pyridazin-3-yl)-1,6-diazaspiro[3.4]octane-1-carboxylate